ClC=1C(=C(C=C(C1)F)[C@H](C)N1C(C[C@@H](C1)OC(F)F)=O)CO (S)-1-((S)-1-(3-chloro-5-fluoro-2-(hydroxymethyl)phenyl)ethyl)-4-(difluoromethoxy)pyrrolidin-2-one